2-Methyl-3,7,11b-triaza-benzo[c]fluorene-6-carboxylic acid (2-pyrrolidin-1-yl-ethyl)-amide N1(CCCC1)CCNC(=O)C1=CC2=C(N3C=4C=CC=CC4N=C13)C=C(N=C2)C